C(C1=CC=CC=C1)OCC1(CC1)S(=O)(=O)C1CC(C1)O[Si](C(C)C)(C(C)C)C(C)C ((1s,3s)-3-((1-((Benzyloxy)methyl)cyclopropyl)sulfonyl)cyclobutoxy)triisopropylsilane